2,3-dihydro-1,4-benzodioxine-2-carbonitrile O1C(COC2=C1C=CC=C2)C#N